N-(2-Methoxyethyl)-N-((9Z,12Z)-octadeca-9,12-dien-1-yl)octadeca-9,12-dien-1-amine COCCN(CCCCCCCCC=CCC=CCCCCC)CCCCCCCC\C=C/C\C=C/CCCCC